COC1=C(C=CC=C1C)C(C)(C)NC(C[C@@H]1N(CCC1)C)=O (R)-N-(2-(2-methoxy-3-methylphenyl)propan-2-yl)-2-(1-methylpyrrolidin-2-yl)acetamide